N-[4-[4-(5-cyano-2-pyridinyl)piperazin-1-yl]-4-oxo-butyl]-N-[6-oxo-5-(trifluoromethyl)-1-(2-trimethylsilylethoxymethyl)pyridazin-3-yl]carbamic acid tert-butyl ester C(C)(C)(C)OC(N(C1=NN(C(C(=C1)C(F)(F)F)=O)COCC[Si](C)(C)C)CCCC(=O)N1CCN(CC1)C1=NC=C(C=C1)C#N)=O